(6-(oxetan-3-ylmethoxy)pyridazin-3-yl)ammonia O1CC(C1)COC1=CC=C(N=N1)N